(2S,4S)-N-(3-(6-aminopyridazin-3-yl)prop-2-yn-1-yl)-1-(3-cyano-6-methyl-4-(trifluoromethyl)pyridin-2-yl)-N-(4-fluorophenyl)-4-hydroxypyrrolidine-2-carboxamide NC1=CC=C(N=N1)C#CCN(C(=O)[C@H]1N(C[C@H](C1)O)C1=NC(=CC(=C1C#N)C(F)(F)F)C)C1=CC=C(C=C1)F